C1=CC=CC=2C3=CC=CC=C3C(C12)COC(=O)N[C@@H]([C@H](O)C)C(=O)O N-(9-fluorenylmethoxycarbonyl)threonine